N1([C@@H](CCCC1)C(=O)OCCCC1=CC(=C(C(=C1)OC)OC)OC)C(=O)OCC1=CC=CC=C1 1-benzyl 2-(3-(3,4,5-trimethoxyphenyl)propyl) (S)-piperidine-1,2-dicarboxylate